4-hydroxy-2-(pent-4-en-1-yl)-6-{[(3R,4R,5S,6S)-4,5,6-trihydroxy-3-(hydroxymethyl)oxan-2-yl]oxy}benzoic acid OC1=CC(=C(C(=O)O)C(=C1)OC1O[C@@H]([C@H]([C@@H]([C@H]1CO)O)O)O)CCCC=C